C(C=1C(C(=O)OCCCCCCCCCCCCCCCC(C)C)=CC(C(=O)OCCCCCCCCCCCCCCCC(C)C)=CC1)(=O)OCCCCCCCCCCCCCCCC(C)C Triisostearyl Trimellitate